(tert-butyl 2-(4-methoxy-7-methyl-1H-indol-3-yl) ethyl) carbamate C(N)(OCC(C1=CNC2=C(C=CC(=C12)OC)C)C(C)(C)C)=O